(2R)-2-(6-{5-chloro-2-[(oxan-4-yl)amino]pyrimidin-4-yl}-1-oxo-2,3-dihydro-1H-isoindol-2-yl)-N-[(1R)-1-{3-fluoro-5-[4-(2-hydroxyethyl)piperazin-1-yl]phenyl}ethyl]propanamide ClC=1C(=NC(=NC1)NC1CCOCC1)C1=CC=C2CN(C(C2=C1)=O)[C@@H](C(=O)N[C@H](C)C1=CC(=CC(=C1)N1CCN(CC1)CCO)F)C